OC[C@H](C1=CC=CC=C1)NC1=NC(=NC=C1C=1OC=NN1)NC=1C=C2CC(C(C2=CC1)=O)(C)C (S)-5-(4-(2-hydroxy-1-phenylethylamino)-5-(1,3,4-oxadiazol-2-yl)pyrimidin-2-ylamino)-2,2-dimethyl-2,3-dihydro-1H-inden-1-one